C1(CC1)C1=NC=NC(=C1C1=NC(=C2N(C(=NC2=N1)C(=O)OC)C1OCCCC1)NCC1=CC=C(C=C1)C=1N(C=C(N1)C(F)(F)F)C(C)C)OC methyl 2-(4-cyclopropyl-6-methoxypyrimidin-5-yl)-6-((4-(1-isopropyl-4-(trifluoromethyl)-1H-imidazol-2-yl)benzyl)amino)-7-(tetrahydro-2H-pyran-2-yl)-7H-purine-8-carboxylate